(S,E)-Methyl-(1-((1-((7-(tert-butoxy)-5-fluoro-1H-benzo[d]imidazol-2-yl)methyl)-2-oxo-1,2-dihydropyridin-3-yl)amino)-7-(dimethylamino)-1,7-dioxohept-5-en-2-yl)carbamat COC(N[C@H](C(=O)NC=1C(N(C=CC1)CC1=NC2=C(N1)C(=CC(=C2)F)OC(C)(C)C)=O)CC\C=C\C(=O)N(C)C)=O